O=C1NC(CCC1N1C(C2=CC=C(C=C2C1)N1CCC(CC1)CCN1CCN(CC1)C1=CC=C(C=C1)\C(=C(\CC)/C1=CC=CC=C1)\C1=CC=C(C=C1)B(O)O)=O)=O (Z)-(4-(1-(4-(4-(2-(1-(2-(2,6-dioxopiperidin-3-yl)-1-oxoisoindolin-5-yl)piperidin-4-yl)ethyl)piperazin-1-yl)phenyl)-2-phenylbut-1-en-1-yl)phenyl)boronic acid